(Difluoromethoxy)-1-trityl-1H-pyrazolo[4,3-b]pyridine FC(OC1=NN(C=2C1=NC=CC2)C(C2=CC=CC=C2)(C2=CC=CC=C2)C2=CC=CC=C2)F